CS(=O)(=O)O[C@@H]1C[C@@H](C1)C1=NC=CC(=C1)C(F)(F)F (cis)-3-(4-(trifluoromethyl)pyridin-2-yl)cyclobutyl methanesulfonate